CN1C(C(C2=CC=CC=C12)[N+]1=CC(=CC=C1)C#N)=O 1-(2,3-dihydro-1-methyl-2-oxo-1H-indol-3-yl)-3-(cyano)-pyridinium